7(8H)pteridinone N1=CN=CC=2N=CC(NC12)=O